methyl (3R)-3-[4-[[(4-fluorobenzoyl)amino]methyl]triazol-1-yl]-4-(2-naphthyl)butanoate FC1=CC=C(C(=O)NCC=2N=NN(C2)[C@@H](CC(=O)OC)CC2=CC3=CC=CC=C3C=C2)C=C1